C(C)C1(C2=CC=CC=C2C=2C=CC=CC12)CC 9,9-diethylfluoren